4-[4-[3-[2,6-difluoro-3-(propylsulfonyl-amino)benzoyl]-1H-pyrrolo[2,3-b]pyridin-5-yl]piperazin-1-yl]butanoic acid FC1=C(C(=O)C2=CNC3=NC=C(C=C32)N3CCN(CC3)CCCC(=O)O)C(=CC=C1NS(=O)(=O)CCC)F